ClC1=CC=2[C@](C3=CC=CC=C3C2C=C1)(C(=O)N1[C@H]2CC([C@@H]([C@@H]1C(=O)N[C@@H](C[C@@H]1C(NCCC1)=O)C#N)CC2)(F)F)O (1R,3R,4R)-2-((R)-2-chloro-9-hydroxy-9H-fluorene-9-carbonyl)-N-((S)-1-cyano-2-((R)-2-oxopiperidin-3-yl)ethyl)-5,5-difluoro-2-azabicyclo[2.2.2]octane-3-carboxamide